(3aR,6R,6aR)-2,2-dimethyl-6-(3-(1-(tetrahydro-2H-pyran-2-yl)-1H-pyrazol-4-yl)phenyl)tetrahydro-4H-cyclopenta[d][1,3]dioxol-4-one CC1(O[C@@H]2[C@H](O1)[C@H](CC2=O)C2=CC(=CC=C2)C=2C=NN(C2)C2OCCCC2)C